ClC1=C(C=NN(C1=O)C1CCN(CC1)S(=O)(=O)C1=CC=C(C#N)C=C1)NC[C@@H]1COCCC1(F)F (R)-4-(4-(5-chloro-4-((4,4-difluoro-tetrahydro-2H-pyran-3-yl)methylamino)-6-oxopyridazin-1(6H)-yl)piperidin-1-ylsulfonyl)benzonitrile